1-(3-((4-((4-chloro-3-(oxazol-5-yl)phenyl)-amino)pyrido[3,4-d]-pyrimidin-6-yl)oxy)-pyrrolidin-1-yl)prop-2-en-1-one ClC1=C(C=C(C=C1)NC=1C2=C(N=CN1)C=NC(=C2)OC2CN(CC2)C(C=C)=O)C2=CN=CO2